C(C)C1(COC2(N1)CCC1(OCC(N1)(CC)CO)CC2)CO (3,11-diethyl-1,9-dioxa-4,12-diazadispiro[4.2.48.25]tetradecane-3,11-diyl)dimethanol